C(C(=C)C)(=O)O.C(=C)OC=C vinyl ether monomethacrylate